1-(2,6-dichlorophenyl)ethylamine hydrochloride Cl.ClC1=C(C(=CC=C1)Cl)C(C)N